NC1=NC=CC(=C1)C(CCN(C(OC(C)(C)C)=O)C)OC1=C(C=CC(=C1)Cl)C#N tert-butyl (3-(2-aminopyridin-4-yl)-3-(5-chloro-2-cyanophenoxy) propyl)(methyl)carbamate